4-(3-bromo-1H-pyrrolo[2,3-c]pyridin-5-yl)piperazine-1-carboxylic acid tert-butyl ester C(C)(C)(C)OC(=O)N1CCN(CC1)C=1C=C2C(=CN1)NC=C2Br